1-(1-((5-(4-(pyridin-4-ylethynyl)phenyl)isoxazol-3-yl)methyl)-1H-imidazol-2-yl)ethan-1-ol N1=CC=C(C=C1)C#CC1=CC=C(C=C1)C1=CC(=NO1)CN1C(=NC=C1)C(C)O